CN([C@H]1C(C[C@@H](CC1)NC=1N=CC2=C(N1)N(C(C(=C2)C=2C=NC(=NC2)NS(=O)(=O)CCC(F)(F)F)=O)C(C)C)F)C N-(5-(2-(((1R,4R)-4-(dimethylamino)-3-fluorocyclohexyl)amino)-8-isopropyl-7-oxo-7,8-dihydropyrido[2,3-d]pyrimidin-6-yl)pyrimidin-2-yl)-3,3,3-trifluoropropane-1-sulfonamide